tert-butyl (R)-2-(((5-cyclohexylpyrazin-2-yl)methyl)(phenyl)carbamoyl)azetidine-1-carboxylate C1(CCCCC1)C=1N=CC(=NC1)CN(C(=O)[C@@H]1N(CC1)C(=O)OC(C)(C)C)C1=CC=CC=C1